C(C)(CC)OC1=CC=C(C=C1)C1=CC=C(C=C1)C(C)=O 1-(4'-(sec-butoxy)-[1,1'-biphenyl]-4-yl)ethan-1-one